N-(4,4-difluorocyclohexyl)-1-(pyridin-4-yl)imidazo[1,5-a]pyridine-3-carboxamide FC1(CCC(CC1)NC(=O)C1=NC(=C2N1C=CC=C2)C2=CC=NC=C2)F